N,N'-di-[3-(p-ethylbenzenesulfonyloxy)phenyl]urea C(C)C1=CC=C(C=C1)S(=O)(=O)OC=1C=C(C=CC1)NC(=O)NC1=CC(=CC=C1)OS(=O)(=O)C1=CC=C(C=C1)CC